C1CC12CN(CC2)CC2=CC(=C1CN(C(C1=C2)=O)C2=CC(=CC=C2)C2(CC(C2)(F)F)CC2=NN=CN2C)C(F)(F)F 6-((5-azaspiro[2.4]heptan-5-yl)methyl)-2-(3-(3,3-difluoro-1-((4-methyl-4H-1,2,4-triazol-3-yl)methyl)cyclobutyl)phenyl)-4-(trifluoromethyl)isoindolin-1-one